COC(\C=C\C(=O)OC)=O (E)-2-Butenedioic acid dimethyl ester